C(C)C1=C(C=CC=C1)NC1=CC=C(C=C1)NC1CCCCC1 N-(2-Ethylphenyl)-N'-cyclohexyl-1,4-phenylenediamine